BrC12C(N(C(C2C2(C(=C(C1(C2=O)C)C2=CC=CC=C2)C2=CC=CC=C2)C)=O)CCN(C(OC(C)(C)C)=O)CCNC(=O)OC(C)(C)C)=O tert-Butyl (2-(3a-bromo-4,7-dimethyl-1,3,8-trioxo-5,6-diphenyl-3a,4,7,7a-tetrahydro-1H-4,7-methanoisoindol-2(2H)-yl)ethyl)(2-((tert-butoxycarbonyl)amino)ethyl)carbamate